CS=NS(=O)(=O)C1=CC=C(C(=O)NCC#C)C=C1 4-(N-(methylsulfaneylidene)sulfamoyl)N-(prop-2-yn-1-yl)benzamide